FC(C=1C=C(C=C(C1)C(F)(F)F)CC(C)(OBOC(C)C)C1=CC(=CC(=C1)C(F)(F)F)C(F)(F)F)(F)F bis(3,5-bis(trifluoromethyl)phenyl)diisopropyloxyborane